heptanoylhydroxylamine C(CCCCCC)(=O)NO